N1(N=CN=C1)C(=O)N1[C@H](CCC1)C1CCNC=2N1N=C(C2C(=O)N)C2=CC=C(C=C2)OC2=CC=CC=C2 7-((R)-1-(1H-1,2,4-triazole-1-carbonyl)pyrrolidin-2-yl)-2-(4-phenoxyphenyl)-4,5,6,7-tetrahydropyrazolo[1,5-a]pyrimidine-3-carboxamide